CC1=CC(=NO1)NC(N)=O 3-(5-methylisoxazol-3-yl)urea